5-(2-fluorophenyl)-2-(prop-1-en-1-yl)-6,7-dihydro-5H-pyrrolo[1,2-b][1,2,4]triazole FC1=C(C=CC=C1)C1CCC=2N1N=C(N2)C=CC